3-[(3R)-1-[2'-(Dimethylphosphoryl)-2,3-difluoro-[1,1'-biphenyl]-4-yl]-2-oxopiperidin-3-yl]-1-[3-fluoro-5-(trifluoromethyl)phenyl]urea CP(=O)(C)C1=C(C=CC=C1)C1=C(C(=C(C=C1)N1C([C@@H](CCC1)NC(NC1=CC(=CC(=C1)C(F)(F)F)F)=O)=O)F)F